1-O-acetyl-2,3,5-tri-O-benzoyl-D-ribofuranose CC(=O)OC1[C@@H]([C@@H]([C@H](O1)COC(=O)C2=CC=CC=C2)OC(=O)C3=CC=CC=C3)OC(=O)C4=CC=CC=C4